ClC1=CC=C(C=C1)C=1N=C(SC1)N(C)C1=C(N=C2N1C=C(C=C2)C2=CNCCC2)CC [4-(4-Chloro-phenyl)-thiazol-2-yl]-[2-ethyl-6-(1,4,5,6-tetrahydro-pyridin-3-yl)-imidazo[1,2-a]pyridin-3-yl]-methyl-amine